ClC1=C(C=CC(=C1C)Cl)NC(C(CCN1CCC(CC1)O)NC(=O)[C@H]1N(CC2=CC=CC=C2C1)C(CCC(C1=CC=CC=C1)=O)=O)=O (3S)-N-(1-((2,4-DICHLORO-3-METHYLPHENYL)AMINO)-4-(4-HYDROXYPIPERIDIN-1-YL)-1-OXOBUTAN-2-YL)-2-(4-OXO-4-PHENYLBUTANOYL)-1,2,3,4-TETRAHYDROISOQUINOLINE-3-CARBOXAMIDE